(R)-5-(2-(benzyloxy)ethyl)-1-tosylpyrrolidin-2-one C(C1=CC=CC=C1)OCC[C@H]1CCC(N1S(=O)(=O)C1=CC=C(C)C=C1)=O